3-(4-(2-(((benzyloxy)carbonyl)amino)ethoxy)-3,5-dimethylbenzamido)propane-1,2-diyl diacetate C(C)(=O)OCC(CNC(C1=CC(=C(C(=C1)C)OCCNC(=O)OCC1=CC=CC=C1)C)=O)OC(C)=O